(R)-2-(4-chloro-1-(1-methoxypropan-2-yl)-1H-pyrazol-5-yl)-4-(4-(1-ethyl-4-(trifluoromethyl)-1H-imidazol-2-yl)-3-fluorobenzyl)-6,7-dihydropyrazolo[1,5-a]pyrimidin-5(4H)-one ClC=1C=NN(C1C1=NN2C(N(C(CC2)=O)CC2=CC(=C(C=C2)C=2N(C=C(N2)C(F)(F)F)CC)F)=C1)[C@@H](COC)C